2-chloro-1-(3-hydroxyazetidin-1-yl)ethanone Potassium lithium sodium [Na].[Li].[K].ClCC(=O)N1CC(C1)O